1-phosphoguanosine P(=O)(O)(O)N1C(C=2N=CN([C@H]3[C@H](O)[C@H](O)[C@@H](CO)O3)C2N=C1N)=O